CC1COC2(N(C1=O)C=1C=NC=CC1)C=CC(C=C2)=O 3-methyl-5-(pyridin-3-yl)-1-oxa-5-azaspiro[5.5]undec-7,10-diene-4,9-dione